CN1N=CC(=C1S(=O)(=O)N)CN1CC2(CN(C2)C(=O)N2CC3(C2)CC(C3)N3N=C(N=C3)C(F)(F)F)C1 2-methyl-4-[[2-[6-[3-(trifluoromethyl)-1,2,4-triazol-1-yl]-2-azaspiro[3.3]heptane-2-carbonyl]-2,6-diazaspiro[3.3]heptan-6-yl]methyl]pyrazole-3-sulfonamide